FC1=C(C(=CC(=C1)OC)F)N1C(=NC(=C1)CC=1OC(=NN1)C)NC(C1=CC=C(C=C1)OC(F)F)=O N-(1-(2,6-Difluoro-4-methoxyphenyl)-4-((5-methyl-1,3,4-oxadiazol-2-yl)methyl)-1H-imidazol-2-yl)-4-(difluoromethoxy)benzamide